N1(CCOCC1)C=1C2=C(N=C(N1)Cl)C=CS2 4-(morpholin-4-yl)-2-chloro-thieno[3,2-d]pyrimidine